(2'-methoxyphenyl)-4,4-dimethyl-2-oxazoline COC1=C(C=CC=C1)C=1OCC(N1)(C)C